COCCOCCOCCOCCOCC(=O)OCN1C=C(C2=CC=CC=C12)C=O (3-formyl-1H-indol-1-yl)methyl 2,5,8,11,14-pentoxahexadecan-16-oate